thiadiazole-5(4H)-thione S1N=NCC1=S